C1N(CCC2=CC=CC=C12)C[C@H](CNC(=O)C1=NC=NC(=C1)NC1CCN(CC1)C(CCCCCCCNC1=C2CN(C(C2=CC=C1)=O)C1C(NC(CC1)=O)=O)=O)O N-((S)-3-(3,4-dihydroisoquinolin-2(1H)-yl)-2-hydroxypropyl)-6-((1-(8-((2-(2,6-dioxopiperidin-3-yl)-1-oxoisoindolin-4-yl)amino)octanoyl)piperidin-4-yl)amino)pyrimidine-4-carboxamide